3-(8-fluoronaphthalen-1-yl)butanoic acid FC=1C=CC=C2C=CC=C(C12)C(CC(=O)O)C